C(C)(C)(C)OC(=O)N[C@@H](CC(C(=O)O)C(C=C)CO[Si](C)(C)C(C)(C)C)C(=O)OC 2-[(2S)-2-[(tert-butoxycarbonyl)amino]-3-methoxy-3-oxopropyl]-3-{[(tert-butyldimethylsilyl)oxy]methyl}pent-4-enoic acid